(-)-Benzyl 2-(6-methyl-2,4-dioxohexahydrobenzofuran-3a(4H)-yl)acetate CC1CC2C(CC(O2)=O)(C(C1)=O)CC(=O)OCC1=CC=CC=C1